N-(3-(2-(2-(3-Aminopropoxy)ethoxy)ethoxy)propyl)-2-((2-(2,6-dioxopiperidin-3-yl)-1,3-dioxoisoindolin-4-yl)oxy)acetamide NCCCOCCOCCOCCCNC(COC1=C2C(N(C(C2=CC=C1)=O)C1C(NC(CC1)=O)=O)=O)=O